C1C(CC2=CC=CC=C12)N1N=CC(=C1)C#N 1-(2,3-dihydro-1H-inden-2-yl)-1H-pyrazole-4-carbonitrile